tert-butyl 4-(((1r,5s)-3-(3-(2,6-dioxopiperidin-3-yl)-1-methyl-1H-indazol-7-yl)-8-azabicyclo[3.2.1]octan-8-yl)methyl)piperidine-1-carboxylate O=C1NC(CCC1C1=NN(C2=C(C=CC=C12)C1C[C@H]2CC[C@@H](C1)N2CC2CCN(CC2)C(=O)OC(C)(C)C)C)=O